N-(4-chloro-2-methylpyridin-3-yl)-5-fluoro-4-(3-oxo-5,6-dihydro-3H-[1,2,4]triazolo[3,4-c][1,4]oxazin-2(8H)-yl)-2-{[(2S)-1,1,1-trifluoropropan-2-yl]oxy}benzamide ClC1=C(C(=NC=C1)C)NC(C1=C(C=C(C(=C1)F)N1N=C2COCCN2C1=O)O[C@H](C(F)(F)F)C)=O